N[C@@H](COC1=NC(=NC(=C1)C1=C(C=CC=C1C)C)NS(=O)(=O)C=1C=C(C(=O)O)C=CC1)CC1COCCC1 3-[[4-[(2R)-2-amino-3-tetrahydropyran-3-yl-propoxy]-6-(2,6-dimethylphenyl)pyrimidin-2-yl]sulfamoyl]benzoic acid